FC1=C(C=CC=C1F)C(C)(C)C1=NC(=NO1)C1=NC(=CC(=N1)O[C@@H]1C[C@H](NCC1)CC#N)O[C@@H](C)[C@H]1N(C[C@@H](C1)F)C 2-[(2R,4S)-4-[(2-{5-[2-(2,3-difluorophenyl)propan-2-yl]-1,2,4-oxadiazol-3-yl}-6-[(1S)-1-[(2S,4R)-4-fluoro-1-methylpyrrolidin-2-yl]ethoxy]-pyrimidin-4-yl)oxy]piperidin-2-yl]acetonitrile